FC1(CCC(CC1)[C@@H](C=1OC=2C(=NC(=CC2)C=O)N1)NC(OCC1=CC=CC=C1)=O)F Benzyl (S)-((4,4-difluorocyclohexyl)(5-formyloxazolo[4,5-b]pyridin-2-yl)methyl)-carbamate